[(3-chloro-4-fluorophenyl)amino]-6-(1-cyano-piperidine-4-yloxy)-7-methoxy-quinazoline ClC=1C=C(C=CC1F)NC1=NC2=CC(=C(C=C2C=N1)OC1CCN(CC1)C#N)OC